C(C)(C)OC(C=O)=O 2-oxoacetic acid isopropyl ester